ClC=1C(=C(C(=CC1[N+](=O)[O-])F)O)F 3-chloro-2,6-difluoro-4-nitrophenol